BrCC1=C(C=CC(=N1)C(C)(C)NC(OC)=O)OC methyl (2-(6-(bromomethyl)-5-methoxypyridin-2-yl)propan-2-yl)carbamate